C(C)(C)N(C(=O)OCC(C)C)C(C1=CC=C(C=C1)F)OC(C1=CC=CC=C1)=O ((isopropyl(isobutoxycarbonyl)amino)(4-fluorophenyl)methyl)benzoate